S(=O)(=O)(O)C(C(=O)OCCCCC)CC(=O)OCCCCC.[NH4+] Ammonium Dipentyl Sulfosuccinate